O\N=C(\NC1=CC=CC=C1)/C1=CC2=CC=CC=C2C=C1 (E)-N'-hydroxy-N-phenyl-2-naphthimidamide